C(#N)/C(/C(=O)N1CCN(CC1)C(=O)OC(C)(C)C)=C\C(C)(C)C tert-butyl 4-[(E)-2-cyano-4,4-dimethyl-pent-2-enoyl]piperazine-1-carboxylate